C1(CC1)C1=NN(C=C1C1=CCC(CC1)O)[C@@H]1C[C@H](C1)CNC=1C=C2C(N(C(C2=CC1)=O)C1C(NC(CC1)=O)=O)=O 5-(((trans-3-(3-cyclopropyl-4-(4-hydroxycyclohex-1-en-1-yl)-1H-pyrazol-1-yl)cyclobutyl)methyl)amino)-2-(2,6-dioxopiperidin-3-yl)isoindoline-1,3-dione